8-chloro-5-fluorochroman-4-amine ClC=1C=CC(=C2C(CCOC12)N)F